3,6-diaminocatechol lithium [Li].NC1=C(C(O)=C(C=C1)N)O